N(C1=CC=CC=C1)[C@H]1CC(CC1)=O |r| (rac)-3-anilinocyclopentanone